CN(C12CC(C1)(C2)NC(=O)N2[C@H](C1=CC=CC=C1CC2)C2=CC=C(C=C2)F)C (S)-N-(3-(dimethylamino)bicyclo[1.1.1]pentan-1-yl)-1-(4-fluorophenyl)-3,4-dihydroisoquinoline-2(1H)-carboxamide